tert-butyl 2-(5-(4-fluoro-2-(((1s,3s)-3-fluorocyclobutyl) (isopropyl) carbamoyl) phenoxy) pyrimidin-4-yl)-2,7-diazaspiro[3.5]nonane-7-carboxylate FC1=CC(=C(OC=2C(=NC=NC2)N2CC3(C2)CCN(CC3)C(=O)OC(C)(C)C)C=C1)C(N(C(C)C)C1CC(C1)F)=O